FC1=CC=CC=2C(=N[C@@H](C(NC21)=O)NC(=O)C2=C(N=C1N2N=C(C=C1)C)C=1C=NC=C(C1)C)C1=CC=CC=C1 N-[(3S)-9-fluoro-2-oxo-5-phenyl-1,3-dihydro-1,4-benzodiazepin-3-yl]-6-methyl-2-(5-methylpyridin-3-yl)imidazo[1,2-b]-pyridazine-3-carboxamide